ClC1=C(C(=O)NC2(CCN(CC2)C2=NC=C(C=C2)C=2C=3N(C=C(C2)OCC(C)(C)O)N=CC3C#N)C)C=C(C=C1F)F 2-chloro-N-(1-(5-(3-cyano-6-(2-hydroxy-2-methylpropoxy)pyrazolo[1,5-a]pyridin-4-yl)pyridin-2-yl)-4-methylpiperidin-4-yl)-3,5-difluorobenzamide